OCCC1[C@@](CCC2C(CCC[C@]12C)(C)C)(O)C (2R,8aS)-1-(2-hydroxyethyl)-2,5,5,8a-tetramethyldecahydronaphthalen-2-ol